C(#C)C1CC2(CC(C2)(OC)OC)C1 6-ethynyl-2,2-dimethoxyspiro[3.3]heptane